3-fluoro-4-(2-(2-(2-methoxypyridin-4-yl)-6-methylmorpholino)-7-methyl-8-oxo-6-(trifluoromethyl)-7,8-dihydropyrimido[5,4-d]pyrimidin-4-yl)benzonitrile FC=1C=C(C#N)C=CC1C=1C2=C(N=C(N1)N1CC(OC(C1)C)C1=CC(=NC=C1)OC)C(N(C(=N2)C(F)(F)F)C)=O